C1(=CC=CC=C1)C(C(=O)[O-])(C1=CC=CC=C1)C1=CC=CC=C1.[Sn+4].C1(=CC=CC=C1)C(C(=O)[O-])(C1=CC=CC=C1)C1=CC=CC=C1.C1(=CC=CC=C1)C(C(=O)[O-])(C1=CC=CC=C1)C1=CC=CC=C1.C1(=CC=CC=C1)C(C(=O)[O-])(C1=CC=CC=C1)C1=CC=CC=C1 Tin triphenylacetate